(S or R)-5-(2-(3-(2,2-di-fluorobutyl)-3-(2-(5-fluorothiophen-2-yl)ethyl)pyrrolidin-1-yl)propan-2-yl)-2-methylpyridine FC(C[C@]1(CN(CC1)C(C)(C)C=1C=CC(=NC1)C)CCC=1SC(=CC1)F)(CC)F |o1:3|